2-chloro-4-fluoro-N-(3-((3-(2-fluorophenyl)-5-methyl-5,6-dihydropyrrolo[3,4-c]pyrazol-2(4H)-yl)methyl)phenyl)aniline ClC1=C(NC2=CC(=CC=C2)CN2N=C3C(=C2C2=C(C=CC=C2)F)CN(C3)C)C=CC(=C1)F